ClC1=C(C=C(OCC(=O)NC(=O)C23CC(C2)(C3)C=3OC=C(N3)C3CCC3)C=C1)F 2-(4-Chloro-3-fluoro-phenoxy)-N-[1-(4-cyclobutyloxazol-2-yl)-3-bicyclo[1.1.1]pentanoyl]acetamide